ClC=1C(=C(C=CC1)NC1=NC=NC2=CC=C(C=C12)[C@]12CN(C[C@@H]2C1)C(=O)OCC1=CC=CC=C1)F Benzyl (1S,5R)-1-(4-((3-chloro-2-fluorophenyl)amino)quinazolin-6-yl)-3-azabicyclo[3.1.0]hexane-3-carboxylate